Cl.NCCC1=CC=C(C(=O)O)C=C1 4-(2-aminoethyl)benzoic acid HCl